(S)-7-((3S,5R)-4-acryloyl-3,5-dimethylpiperazin-1-yl)-3-((4-ethylpiperazin-1-yl)methyl)-10-(4-fluorophenyl)-9-(trifluoromethyl)-2,3-dihydro-5H-[1,4]thiazino[2,3,4-ij]quinazolin-5-one C(C=C)(=O)N1[C@H](CN(C[C@H]1C)C1=NC(N2C3=C(C(=C(C=C13)C(F)(F)F)C1=CC=C(C=C1)F)SC[C@@H]2CN2CCN(CC2)CC)=O)C